CS(=O)(=O)C1=CC=C(OC[C@H]2N(CCNC2)C(=O)OCC2=CC=CC=C2)C=C1 (S)-benzyl 2-((4-(methylsulfonyl)phenoxy)methyl)piperazine-1-carboxylate